C(OC(C)(C)C)(OC1=C(C=C(C=C1)C=CC=1SC2=C(N1)C=C(C(=C2)N(C)CCOCCF)C(C)C)Br)=O (E)-tert-Butyl 2-bromo-4-(2-(6-((2-(2-fluoroethoxy)ethyl)(methyl)amino)-5-isopropylbenzo[d]thiazol-2-yl)vinyl)phenyl carbonate